OCCN1CCC(CC1)NC(OC(C)(C)C)=O tert-butyl (1-(2-hydroxyethyl)piperidin-4-yl)carbamate